4-[6-chloro-2-(2-cyano-1,1-dimethyl-ethyl)-1-(4-fluorophenyl)-4-hydroxy-indol-3-yl]Benzoic acid ClC1=CC(=C2C(=C(N(C2=C1)C1=CC=C(C=C1)F)C(CC#N)(C)C)C1=CC=C(C(=O)O)C=C1)O